N-[(2S)-2-[[2-chloro-5-(3,3-diethoxyprop-1-ynyl)pyrimidin-4-yl]amino]-3-methyl-pentyl]carbamic acid tert-butyl ester C(C)(C)(C)OC(NC[C@H](C(CC)C)NC1=NC(=NC=C1C#CC(OCC)OCC)Cl)=O